(R)-2-chloro-8-methyl-N-(2-(((S)-pyrrolidin-3-yl)oxy)-6-(trifluoromethyl)pyridin-4-yl)-8-(trifluoromethyl)-7,8-dihydro-6H-pyrazolo[1,5-a]pyrrolo[2,3-e]pyrimidine-6-carboxamide ClC1=NN2C(N=CC3=C2[C@@](CN3C(=O)NC3=CC(=NC(=C3)C(F)(F)F)O[C@@H]3CNCC3)(C(F)(F)F)C)=C1